ClC1=CC=C(C=N1)CNC(=O)C1CN(C(C1)=O)CC(C)C N-[(6-chloropyridin-3-yl)methyl]-1-(2-methylpropyl)-5-oxopyrrolidine-3-carboxamide